2-(6-(3,5-dichlorophenyl)-2-(ethylsulfonyl)indol-3-yl)-3-methyl-6-(trifluoromethyl)-3H-imidazo[4,5-b]pyridine ClC=1C=C(C=C(C1)Cl)C1=CC=C2C(=C(NC2=C1)S(=O)(=O)CC)C1=NC=2C(=NC=C(C2)C(F)(F)F)N1C